1,3-dichloro-1,1,2,3,3-pentafluoropropane ClC(C(C(F)(F)Cl)F)(F)F